FC(C(=O)O)CC(=O)C1=C(C2=C([Se]1)C=C(C(=C2)OC)OC)F 2-fluoro-4-(3-fluoro-5,6-dimethoxybenzo[b]selenophen-2-yl)-4-oxobutanoic acid